OC(COC=1C=C(C=2N(C1)N=CC2C#N)C=2C=NC(=CC2)N2CCC1(CN(C1)CC=1C=NC(=CC1)OC)CC2)(C)C 6-(2-hydroxy-2-methylpropyloxy)-4-(6-(2-((6-methoxypyridin-3-yl)methyl)-2,7-diazaspiro[3.5]non-7-yl)pyridin-3-yl)pyrazolo[1,5-a]pyridine-3-carbonitrile